N-(2-((tert-butyldimethylsilyl)oxy)ethyl)-4-nitrobenzamide [Si](C)(C)(C(C)(C)C)OCCNC(C1=CC=C(C=C1)[N+](=O)[O-])=O